FC(C1=CC=C(C(=N1)C1=CC=C2C=CC=NC2=C1)C=1C=NN(C1)CC(C)(C)C)F 7-{6-(difluoromethyl)-3-[1-(2,2-dimethylpropyl)-1H-pyrazol-4-yl]pyridin-2-yl}quinoline